FC(C1=CC(=NC=2N1N=CC2C=O)C2=CC(=C(C=C2)C)C)F 7-difluoromethyl-5-(3,4-dimethylphenyl)pyrazolo[1,5-a]pyrimidine-3-carbaldehyde